L-histidine-(2-hexyl)-decyl ester bistrifluoroacetate FC(C(=O)O)(F)F.FC(C(=O)O)(F)F.CC(CCCC)CCCCCCCCCCOC([C@@H](N)CC1=CNC=N1)=O